FC=1C=C(C#N)C=CC1O[C@H](COC1=CC(=CC=C1)C1=CC=NO1)C (S)-3-fluoro-4-((1-(3-(isoxazol-5-yl)phenoxy)propan-2-yl)oxy)benzonitrile